ClC=1C=NN2C1N=C(C(=C2)O)CC 3-chloro-5-ethylpyrazolo[1,5-a]pyrimidin-6-ol